1-(Isoquinolin-3-yl)ethane-1-one tert-butyl-(tert-butoxycarbonyl)(5-((((1r,3r)-3-((6-(trifluoromethyl)pyridin-3-yl)oxy)cyclobutyl)amino)methyl)isoquinolin-3-yl)carbamate C(C)(C)(C)C1=NC(=CC2=C(C=CC=C12)CNC1CC(C1)OC=1C=NC(=CC1)C(F)(F)F)N(C(O)=O)C(=O)OC(C)(C)C.C1=NC(=CC2=CC=CC=C12)C(C)=O